OC1=C(C=C2C=C(N(C2=C1)S(=O)(=O)C1=CC=C(C)C=C1)CNC(=O)N1CCC1)C N-((6-hydroxy-5-methyl-1-tosyl-1H-indol-2-yl)methyl)azetidine-1-carboxamide